OC=1C=CC=2C3(C4=CC=C(C=C4OC2C1)O)OC(C1=CC(=CC=C13)C(=O)ON1C(CCC1=O)=O)=O 2,5-dioxopyrrolidin-1-yl 3',6'-dihydroxy-3-oxo-3H-spiro[isobenzofuran-1,9'-xanthene]-5-carboxylate